[Si](C)(C)(C(C)(C)C)OCCN1C(COC2=NC(=C(C=3N=C(N=C1C23)S(=O)C)F)Cl)C(F)(F)F 10-(2-((tert-butyldimethylsilyl)oxy)ethyl)-5-chloro-4-fluoro-2-(methylsulfinyl)-9-(trifluoromethyl)-9,10-dihydro-8H-7-oxa-1,3,6,10-tetraazacyclohepta[de]naphthalene